C1(=C(C=CC2=CC=CC=C12)OCC(=O)O)C1=C(C=CC2=CC=CC=C12)OCC(=O)O 2,2'-[(1,1'-binaphthalene-2,2'-diyl)bis(oxy)]diacetic acid